C(C(=C)C)(=O)O.C(CCC)OC(COCCOCCO)O butoxytriethyleneglycol methacrylate